C(N)(O[C@H]1C[C@@H](C[C@@H]2N(C1=O)[C@@H](CC2)C(=O)N2C=C(C=CC=C2)C=2C=NC=CC2)C)=O ((3s,6s,8r,9ar)-8-methyl-5-oxo-3-(3-(pyridin-3-yl) azepin-1-carbonyl) octahydro-1H-pyrrolo[1,2-a]azepin-6-yl) carbamate